[N+](=O)([O-])C1=CC=C(C(=O)O[C@@H]2[C@H](C[C@@H](CC2)NC(=O)OC(C)(C)C)F)C=C1 (1s,2s,4r)-4-((tert-butoxycarbonyl) amino)-2-fluorocyclohexyl 4-nitrobenzoate